tetraglycidyl-cyclohexane C(C1CO1)C1(C(CCCC1)(CC1CO1)CC1CO1)CC1CO1